C1(CCCC=C1)S(=O)(=O)C1=CC=CC=C1 2,4-dihydrodiphenyl sulfone